4-bromobenzo[d]oxazole-2-thiol BrC1=CC=CC2=C1N=C(O2)S